C(C)OC(CC(C(C)(C)C)N1C=C(C2=C1N=C(N=C2C2CC2)C2=NN(C1=NC=C(C=C12)Cl)C(C1=CC=CC=C1)(C1=CC=CC=C1)C1=CC=CC=C1)F)=O 3-{2-[5-chloro-1-(trityl)-1H-pyrazolo[3,4-b]pyridin-3-yl]-4-cyclopropyl-5-fluoro-7H-pyrrolo[2,3-d]pyrimidin-7-yl}-4,4-dimethylpentanoic acid ethyl ester